tert-butyl 4-[4-[(2,6-dioxo-3-piperidyl)oxy]phenyl]-3,6-dihydro-2H-pyridine-1-carboxylate O=C1NC(CCC1OC1=CC=C(C=C1)C=1CCN(CC1)C(=O)OC(C)(C)C)=O